C(CCCCCCCCCCCCCCC)(=O)N(CCS(=O)(=O)O)C N-palmitoyl-methyltaurine